C1=C(C=CC2=CC=CC=C12)N1C=2C=CC=CC2N(C2=CC=CC=C12)C1=CC2=CC=CC=C2C=C1 5,10-bis(2-naphthyl)-5,10-dihydro-phenazine